1,3-dichloro-1,3-difluoropropene ClC(=CC(F)Cl)F